C1[C@@]([C@H](C(O1)OP(=O)([O-])OP(=O)([O-])OC[C@@H]2[C@H]([C@H]([C@@H](O2)N3C=CC(=O)NC3=O)O)O)O)(CO)O The molecule is dianion of UDP-D-apiose arising from deprotonation of both OH groups of the diphosphate. It is a conjugate base of an UDP-D-apiose.